3α,7α,12α-Trihydroxy-6α-ethyl-23(R)-fluoro-5β-cholan-24-oate O[C@H]1C[C@H]2[C@H]([C@H]([C@H]3[C@@H]4CC[C@H]([C@@H](C[C@H](C(=O)[O-])F)C)[C@]4([C@H](C[C@@H]3[C@]2(CC1)C)O)C)O)CC